BrC1=C(C=CC(=C1)C(C)(C)C)CC(=O)OC Methyl 2-(2-bromo-4-(tert-butyl)phenyl)acetate